CN1[C@H]2[C@@](CCC1)(CCC2)COC2=NC1=C(C(=CC=C1C(=N2)N2C[C@@H]1CC[C@H](CC2)N1)C1=CC(=CC2=CC=C(C(=C12)C#C)F)O)F 4-(2-{[(4aS,7aR)-1-methyl-octahydro-1H-cyclopenta[b]pyridin-4a-yl]methoxy}-4-[(1S,6R)-3,9-diazabicyclo[4.2.1]nonan-3-yl]-8-fluoroquinazolin-7-yl)-5-ethynyl-6-fluoronaphthalen-2-ol